COC(NS(=O)(=O)C1=C(N=C(S1)CC(C)C)C1=CC=C(C=C1)CN1C(=NC=C1)C(C)(C)O)=O ((4-(4-((2-(2-hydroxypropan-2-yl)-1H-imidazol-1-yl)methyl)phenyl)-2-isobutylthiazol-5-yl)sulfonyl)carbamic acid methyl ester